OC[C@@H]1[C@@H](C1)C(=O)NC=1N=CC2=C(N=CC(=C2C1)C=1OC2=C(N1)C=C(C=C2)OC)NC (1R,2S)-2-(hydroxymethyl)-N-(5-(5-methoxybenzo[d]oxazol-2-yl)-8-(methylamino)-2,7-naphthyridin-3-yl)cyclopropane-1-carboxamide